5-[(1,1,2,2,2-2H5)ethoxy]-1-(4-methylbenzenesulfonyl)-1H-pyrrolo[3,2-b]pyridine C(C([2H])([2H])[2H])(OC1=CC=C2C(=N1)C=CN2S(=O)(=O)C2=CC=C(C=C2)C)([2H])[2H]